N(=[N+]=[N-])CC(CC[C@@H](C(=O)OC)NC(=O)OCC1=CC=CC=C1)(F)F (S)-Methyl 6-azido-2-(((benzyloxy)carbonyl)amino)-5,5-difluorohexanoate